4-Hydroxymethyl-gamma-butyrolactone OCC1CCC(=O)O1